COC1=CC(=C2C=C(C(N(C2=C1)C)=O)C)N1CCN(C2=CC=C(C=C12)C(F)(F)F)C 7-methoxy-1,3-dimethyl-5-(4-methyl-7-(trifluoromethyl)-3,4-dihydroquinoxalin-1(2H)-yl)quinolin-2(1H)-one